(3-aminophenyl)-N-methyl-methanesulfonamide NC=1C=C(C=CC1)CS(=O)(=O)NC